FC1=C(OC=2N=CC(=NC2)NC([C@H](C)N2CC(N(CC2)C(=O)C2CCOCC2)(C)C)=O)C=CC(=C1)F (S)-N-(5-(2,4-difluorophenoxy)pyrazin-2-yl)-2-(3,3-dimethyl-4-(tetrahydro-2H-pyran-4-carbonyl)piperazin-1-yl)propanamide